3-bromo-5-[1-cyclopropyl-5-(tetrahydro-pyran-4-yl)-1H-[1,2,4]triazol-3-yl]-pyridine BrC=1C=NC=C(C1)C1=NN(C(=N1)C1CCOCC1)C1CC1